4-(3-((3,5-difluorobenzyl)oxy)-5-(3-(trifluoromethyl)azetidin-1-yl)pyridin-2-yl)-5-methyl-N-(3-(methylsulfonamido)phenyl)thiophene-2-carboxamide FC=1C=C(COC=2C(=NC=C(C2)N2CC(C2)C(F)(F)F)C=2C=C(SC2C)C(=O)NC2=CC(=CC=C2)NS(=O)(=O)C)C=C(C1)F